C(C)(C)(C)OC(=O)N1CCN(CC1)C1=CC(=C(C(=O)O)C=C1F)CO 4-(4-(tert-butoxycarbonyl)piperazin-1-yl)-5-fluoro-2-(hydroxymethyl)benzoic acid